1-(tert-butoxycarbonyl)-9-oxa-1-azaspiro[5.5]undecane-4-carboxylic acid C(C)(C)(C)OC(=O)N1CCC(CC12CCOCC2)C(=O)O